2-((hexahydropyrrolo[3,4-c]pyrrole-2(1H)-yl)methyl)-6-methoxy-9,9-dimethyl-9,10-dihydroacridine C1N(CC2C1CNC2)CC2=CC=1C(C3=CC=C(C=C3NC1C=C2)OC)(C)C